F[C@H]1CN(C[C@@H]([C@H]1NC(=O)C1=CC(=CC=2N(C=NC21)CC(F)(F)F)C#CCNC=2C(OC)=CC=C(C2)S(=O)(=O)C)C)C2COCC2 N-[(3S,4R,5S)-3-fluoro-5-methyl-1-(tetrahydro-3-furyl)-4-piperidyl]-6-[3-(4-mesyl-2-anisidino)-1-propynyl]-1-(2,2,2-trifluoroethyl)-1H-1,3-benzimidazole-4-carboxamide